Cl.CNC1COC2=C1C=CC=C2 N-methyl-2,3-dihydrobenzofuran-3-amine HCl